C(C(C)C)(=O)O[C@@H]1[C@H](O[C@H]([C@]1(C)F)N1C2=NC(=NC(=C2N=C1)NC)N)COC(CC1CCCCC1)=O (2R,3R,4R,5R)-5-(2-amino-6-(methylamino)-9H-purin-9-yl)-2-((2-cyclohexylacetoxy)methyl)-4-fluoro-4-methyltetrahydrofuran-3-yl isobutyrate